ONC(C1=CC(=CC=C1)CN1C(C(C2=CC(=CC=C12)Cl)=O)=O)=O N-hydroxy-3-((5-chloroindole-2,3-dione-1-yl)methyl)benzamide